3-acetyl-7-({4-[2-(4-fluorobenzyloxy)phenyl]pyrimidin-2-yl}amino)-4-morpholino-2H-benzopyran-2-one C(C)(=O)C=1C(OC2=C(C1N1CCOCC1)C=CC(=C2)NC2=NC=CC(=N2)C2=C(C=CC=C2)OCC2=CC=C(C=C2)F)=O